C(C)(C)(C)OC(=O)N1[C@H](CC([C@H](C1)C)(C)O)C (2s,5s)-4-hydroxy-2,4,5-trimethylpiperidine-1-carboxylic acid tert-butyl ester